C(#N)C1CCC2=C(C=3CCCC3C=C12)NC(=O)N=S(=O)(N)C=1C=NN2C1OCCC2 N'-((1-cyano-1,2,3,5,6,7-hexahydro-s-indacen-4-yl)carbamoyl)-6,7-dihydro-5H-pyrazolo[5,1-b][1,3]oxazine-3-sulfonimidamide